ClC=1C=C(C=CC1Cl)NC=1C=C2C=3CC(CCC3N(C2=CC1)CCNC(=N)N)(F)F 1-(2-(6-(3,4-Dichlorophenylamino)-3,3-difluoro-3,4-dihydro-1H-carbazol-9(2H)-yl)ethyl)guanidine